6-(7-(8-ethynyl-7-fluoronaphthalen-1-yl)-8-fluoro-2-methoxy-1,6-naphthyridin-4-yl)-7-methyl-2,6-diazabicyclo[3.2.0]heptane-2-carboxylate C(#C)C=1C(=CC=C2C=CC=C(C12)C1=NC=C2C(=CC(=NC2=C1F)OC)N1C2CCN(C2C1C)C(=O)[O-])F